3-amino-6-((2,3-dihydro-1H-inden-4-yl)amino)-1H-pyrazolo[3,4-b]pyridine-5-carboxylic acid NC1=NNC2=NC(=C(C=C21)C(=O)O)NC2=C1CCCC1=CC=C2